N1N=NN=C1C(=O)[O-].C(C)[N+](CC)(CC)CC Tetraethylammonium tetrazolate